6-chloro-4-{4-[(3,4-difluorophenyl)methyl]piperazin-1-yl}-1-methyl-2-oxo-1,2-dihydro-1,5-naphthyridine ClC=1N=C2C(=CC(N(C2=CC1)C)=O)N1CCN(CC1)CC1=CC(=C(C=C1)F)F